CN1NC(=CC(=C1)N1CCOCC1)C1=NNC=2C=CC3=C(C12)CCCO3 2-methyl-4-morpholino-6-(3,7,8,9-tetrahydropyrano[3,2-e]indazol-1-yl)pyridazin